NC1=NN2C(C(=C(C=C2)C2=NC=3CCN(C(C3C=C2)=O)CC2=NC=CC=C2OC2CC2)C)=N1 (2-amino-8-methyl-[1,2,4]triazolo[1,5-a]pyridin-7-yl)-6-((3-Cyclopropoxypyridin-2-yl)methyl)-7,8-dihydro-1,6-naphthyridin-5(6H)-one